NC1=CC=C2CCC=NC2=C1 7-amino-3,4-dihydroquinolin